NC1=NN2C(C=C(C=C2)C=2C=C(C(=C(OCCC(C(C)(O)C3=CC=C(C=C3)F)F)C2)F)F)=N1 5-(5-(2-amino-[1,2,4]triazolo[1,5-a]pyridin-7-yl)-2,3-difluorophenoxy)-3-fluoro-2-(4-fluorophenyl)pentan-2-ol